ClC1=NC(=CC2=C1CNN2C2=CC(=CC=C2)OC)Cl 4,6-dichloro-1-(3-methoxyphenyl)-2H-pyrazolo[4,3-c]pyridine